ClC=1C(=NC=CC1Cl)C 3,4-dichloro-2-methylpyridine